(3R)-3-(((3-chloro-6-methoxypyridin-2-yl)oxy)methyl)-2-azabicyclo[3.1.0]hexane ClC=1C(=NC(=CC1)OC)OC[C@@H]1NC2CC2C1